C(CCCC)C1CCC(CC1)C1CCC(CC1)C=1C=CC=C(C1)C1=C(C(=C(C=C1)N)C)N 5-[4-(4-n-pentylcyclohexyl)cyclohexyl]phenyl-methyl-1,3-diaminobenzene